(Z)-3-(4-(2-(2-(4-(1-(4-hydroxyphenyl)-2-phenylbut-1-en-1-yl)phenoxy)ethoxy)ethoxy)-1-oxoisoindolin-2-yl)piperidine-2,6-dione OC1=CC=C(C=C1)/C(=C(\CC)/C1=CC=CC=C1)/C1=CC=C(OCCOCCOC2=C3CN(C(C3=CC=C2)=O)C2C(NC(CC2)=O)=O)C=C1